5-hydroxy-N-methyl-N-isopropyltryptamine OC1=CC=C2NC=C(CCN(C(C)C)C)C2=C1